N1(CCNCC1)CCC#CC1=CC=C(C=C1)C1C(NC(CC1)=O)=O 3-{4-[4-(piperazin-1-yl)but-1-yn-1-yl]phenyl}piperidine-2,6-dione